ClC1=CC=C(C=C1)C#CC 3-(4-chlorophenyl)-2-propyn